C(CCC)N(C(CCCCCCCCCCCCCCCCC)=O)CCCC N,N-dibutylstearamide